BrC1=CN=C2N1C1=CC=NC=C1C=C2C=2C=NC(=CC2C)[C@@H](CCC)O 1-bromo-4-(6-((R)-1-hydroxybutyl)-4-methylpyridin-3-yl)imidazo[1,2-a][1,6]naphthyridin